((1s,3s)-3-Hydroxy-3-methylcyclobutyl)(7-(1-methyl-3-(trifluoromethyl)-1H-pyrrolo[2,3-b]pyridin-6-yl)-2-azaspiro[3.5]nonan-2-yl)methanon OC1(CC(C1)C(=O)N1CC2(C1)CCC(CC2)C2=CC=C1C(=N2)N(C=C1C(F)(F)F)C)C